OC1=CC=C2CCN(CC2=C1)C(=O)OC(C)(C)C t-butyl 7-hydroxy-3,4-dihydroisoquinoline-2(1H)-carboxylate